(S)-4-(2-fluoro-4-(3-(methylamino)-1-phenylpropoxy)benzyl)-7-methoxy-1-methyl-1,2,3,4-tetrahydro-5H-pyrido[3,4-e][1,4]diazepin-5-one FC1=C(CN2CCN(C3=C(C2=O)C=C(N=C3)OC)C)C=CC(=C1)O[C@@H](CCNC)C1=CC=CC=C1